C(C)(=O)OCCOCCO DIETHYLENE GLYCOL ACETATE